N-((7-(5-(difluoromethyl)-1,3,4-oxadiazol-2-yl)imidazo[1,2-a]pyridin-2-yl)methyl)-1-(2-hydroxyacetyl)-N-phenylazetidin-3-carboxamide FC(C1=NN=C(O1)C1=CC=2N(C=C1)C=C(N2)CN(C(=O)C2CN(C2)C(CO)=O)C2=CC=CC=C2)F